1-methyl-d3-2-(carbamoyloxymethyl)-5-nitroimidazole C(N1C(=NC=C1[N+](=O)[O-])COC(N)=O)([2H])([2H])[2H]